(S)-4-(difluoromethyl)-3-(((2R,5R)-1-(2-(7-(4-fluorobenzyl)-2,3-dihydro-1H-pyrido[2,3-b][1,4]oxazin-1-yl)-2-oxoethyl)-5-methylpiperazin-2-yl)methyl)oxazolidin-2-one FC([C@H]1N(C(OC1)=O)C[C@@H]1N(C[C@H](NC1)C)CC(=O)N1C2=C(OCC1)N=CC(=C2)CC2=CC=C(C=C2)F)F